bis-(palmitoyloxyethyl)hydroxyethylmethylammonium C(CCCCCCCCCCCCCCC)(=O)OCC[N+](C)(CCO)CCOC(CCCCCCCCCCCCCCC)=O